1-(3-(5-methyl-3-(4-(trifluoro-methyl)phenyl)-1H-pyrazolo[4,3-b]pyridin-1-yl)pyrrolidin-1-yl)-prop-2-en-1-one CC1=CC=C2C(=N1)C(=NN2C2CN(CC2)C(C=C)=O)C2=CC=C(C=C2)C(F)(F)F